ClC=1C=C(C=CC1)N1C(\C(\CC1=O)=C/C1=C(OC2=CC=C(C(=O)NC3=CC=CC=C3)C=C2)C=CC=C1)=O (Z)-4-(2-((1-(3-chlorophenyl)-2,5-dioxopyrrolidin-3-ylidene)methyl)phenoxy)-N-phenylbenzamide